(S)-5-(Azetidin-2-ylmethoxy)-2-methyl-N-(1-(7-morpholinoquinolin-5-yl)cyclopropyl)benzamide N1[C@@H](CC1)COC=1C=CC(=C(C(=O)NC2(CC2)C2=C3C=CC=NC3=CC(=C2)N2CCOCC2)C1)C